C(C)C1=C(C(=C(C=C1)S(=O)(=O)NC1=C2CNC(C2=CC(=C1)C)=O)CC)C#CC1=NOC(=C1C)C Diethyl-3-((4,5-dimethylisoxazol-3-yl)ethynyl)-N-(6-methyl-1-oxoisoindolin-4-yl)benzenesulfonamide